O[C@@]12[C@@](OC=3C=NC=C(C31)OC)(C([C@H]([C@H]2O)CN2CCNCC2)C2=CC=CC=C2)C2=CC=C(C#N)C=C2 4-((4bS,5R,6S,7aR)-4b,5-dihydroxy-4-methoxy-7-phenyl-6-(piperazin-1-ylmethyl)-4b,5,6,7-tetrahydro-7aH-cyclopenta[4,5]furo[2,3-c]pyridin-7a-yl)benzonitrile